O=C1NC(CCC1N1C(C2=CC=C(C=C2C1=O)OCC1CCN(CC1)CC1CCN(CC1)C1=CC=C(C=C1)/C(=C(/CC)\C1=CC=CC=C1)/C1=CC=C(C=C1)O)=O)=O (E)-2-(2,6-dioxopiperidin-3-yl)-5-((1-((1-(4-(1-(4-hydroxyphenyl)-2-phenylbut-1-en-1-yl)phenyl)piperidin-4-yl)methyl)piperidin-4-yl)methoxy)isoindoline-1,3-dione